FC=1C=C(C=CC1)C1CCC=2N1C1=C(N2)C=CC(=C1)C=1C=NC=NC1 5-(1-(3-fluorophenyl)-2,3-dihydro-1H-benzo[d]pyrrolo[1,2-a]imidazol-7-yl)pyrimidin